N1C(=NC2=C1C=CC=C2)NC(CCNC(C)=O)C2=CC(=CC=C2)C(F)(F)F (+)-N-{3-[(1H-1,3-Benzodiazol-2-yl)amino]-3-[3-(trifluoromethyl)phenyl]propyl}acetamide